IC(C(=O)OCCCCCCCCCCCCCCCCCCCC)CCC eicosanyl 2-iodovalerate